ClC1=CC=C(C=C1)C=1N=C2N(C=CC=N2)C1CC12N(CCC(NC1)CC2)C2=CC=CC(=C2C=O)F 6-{[2-(4-Chlorophenyl)imidazo[1,2-a]pyrimidin-3-yl]methyl-2,6-diazabicyclo[3.2.2]non-2-yl}(2-fluorophenyl)methanone